8-((5-chloro-6-fluoro-1H-indazol-4-yl)oxy)-2-(((3S,4R)-4-(difluoromethyl)-1-methylpyrrolidin-3-yl)oxy)-4-(piperazin-1-yl)-1,7-naphthyridine-3-carbonitrile ClC=1C(=C2C=NNC2=CC1F)OC=1N=CC=C2C(=C(C(=NC12)O[C@@H]1CN(C[C@H]1C(F)F)C)C#N)N1CCNCC1